ClC1=C(C=C(C=C1F)C=1N=NN(C1)C1C(C(OC(C1O)CO)C(=O)N([C@@H]1[C@H](CCC1)O)C1=CC(=CC(=C1)Cl)Cl)O)F 4-(4-(4-chloro-3,5-difluorophenyl)-1H-1,2,3-triazol-1-yl)-N-(3,5-dichlorophenyl)-3,5-dihydroxy-N-((1S,2S)-2-hydroxycyclopentyl)-6-(hydroxymethyl)tetrahydro-2H-pyran-2-carboxamide